ClC=1C(=NC=CC1C1=NC(=C(C=C1)CNCC1NC(CC1)=O)OC)C=1C(=C(C=CC1)NC(C1=NC=C(C=C1)CNCC(C)(C)O)=O)C N-(3-(3'-chloro-6-methoxy-5-((((5-oxopyrrolidin-2-yl)methyl)amino)methyl)-[2,4'-bipyridin]-2'-yl)-2-methylphenyl)-5-(((2-hydroxy-2-methylpropyl)amino)methyl)picolinamide